C(C)OCC=1N(C(=C(N1)I)C1=CC=C(C=C1)C)CC(C)(O)C 1-(2-(ethoxymethyl)-4-iodo-5-(p-tolyl)-1H-imidazol-1-yl)-2-methylpropan-2-ol